FC(OC=1C=C(C=CC1)N1C(C(C2=CC(=CC=C12)C(=O)NC1(CS(C1)(=O)=O)CC)(C)C)=O)F 1-[3-(difluoromethoxy)phenyl]-N-(3-ethyl-1,1-dioxo-thietan-3-yl)-3,3-dimethyl-2-oxo-indoline-5-carboxamide